trans-3-hexen-1,6-diol C(C\C=C\CCO)O